4-((2S,5R)-4-propenoyl-2,5-dimethylpiperazin-1-yl)-1-(2-isopropyl-6-(methylsulfonyl)phenyl)-6-fluoro-7-(2-fluoro-6-hydroxyphenyl)pyrido[2,3-d]pyrimidin-2(1H)-one C(C=C)(=O)N1C[C@@H](N(C[C@H]1C)C=1C2=C(N(C(N1)=O)C1=C(C=CC=C1S(=O)(=O)C)C(C)C)N=C(C(=C2)F)C2=C(C=CC=C2O)F)C